ethyl 2-(methyl((S)-3-(5-methyl-2-(trifluoromethyl)pyridin-4-yl)-5-(piperidin-1-yl)pentyl)amino)-2-(3-methyl-2-((1r,4S)-4-(trifluoromethoxy)cyclohexyl)phenyl)acetate CN(C(C(=O)OCC)C1=C(C(=CC=C1)C)C1CCC(CC1)OC(F)(F)F)CC[C@H](CCN1CCCCC1)C1=CC(=NC=C1C)C(F)(F)F